CN(CCNC1=CC=C(C=2C(C3=CC=CC=C3C(C12)=O)=O)O)C 1-[[2-(dimethylamino)ethyl]amino]-4-hydroxy-9,10-anthracenedione